trans-N-[2-fluoro-3-(4-methyl-6-oxo-1,6-dihydropyrimidin-2-yl)-4-(trifluoromethyl)benzyl]-3-{[2-(trifluoromethyl)benzyl]oxy}cyclobutane-1-carboxamide FC1=C(CNC(=O)[C@@H]2C[C@H](C2)OCC2=C(C=CC=C2)C(F)(F)F)C=CC(=C1C=1NC(C=C(N1)C)=O)C(F)(F)F